7-chloro-4-(5,6-dihydroimidazo[1,2-a]pyrazin-7(8H)-yl)-8-fluoro-2-(((2R,7aS)-2-fluorotetrahydro-1H-pyrrolizin-7a(5H)-yl)methoxy)pyrido[4,3-d]pyrimidine ClC1=C(C=2N=C(N=C(C2C=N1)N1CC=2N(CC1)C=CN2)OC[C@]21CCCN1C[C@@H](C2)F)F